[Co]=O.[Mn].[Li].[Ni] nickel lithium manganese cobalt oxide